OC1=CC=C(C=C1)C(C)(C)C1=CC=C(OC)C=C1 (4-(4-hydroxyphenyl-isopropyl)-phenoxy)-methan